3-(4,5,6-Trihydroxy-3-oxo-3H-xanthen-9-yl)propionic acid OC=1C(C=CC2=C(C3=CC=C(C(=C3OC12)O)O)CCC(=O)O)=O